4-(4-hydroxymethylbenzyloxy)-3,5-bis(t-butyldimethylsilyloxymethyl)phenylacetylene OCC1=CC=C(COC2=C(C=C(C=C2CO[Si](C)(C)C(C)(C)C)C#C)CO[Si](C)(C)C(C)(C)C)C=C1